Cl.N[C@H](C(=O)OCC1=CC(=NC(=C1)Cl)Cl)CCCCC (2,6-Dichloropyridin-4-yl)methyl (S)-2-aminoheptanoate hydrochloride